2-[6-[5-(difluoromethyl)-3-thienyl]-3-methyl-2-oxo-imidazo[4,5-b]pyridin-1-yl]-N,N-dimethyl-acetamide FC(C1=CC(=CS1)C=1C=C2C(=NC1)N(C(N2CC(=O)N(C)C)=O)C)F